OCCOCCNCCN(C(OC(C)(C)C)=O)C tert-butyl (2-((2-(2-hydroxyethoxy)ethyl)amino)ethyl)(methyl)carbamate